C(C)(C)(C)OC(=O)N(CCOCCOCCOCCOCCOCCOCCOS(=O)(=O)C1=CC=C(C=C1)C)C(=O)OC(C)(C)C 2-[2-[2-[2-[2-[2-[2-[bis(tert-butoxycarbonyl)amino]ethoxy]ethoxy] ethoxy]ethoxy]ethoxy]ethoxy]ethyl-4-methylbenzenesulfonate